tert-butyl 4-(3-(6-(4-(4-methyl-1-(oxetan-3-yl)-1H-pyrazol-5-yl)piperidin-1-yl)-2-(trifluoromethyl)pyrimidin-4-yl)cyclobutyl)piperazine-1-carboxylate CC=1C=NN(C1C1CCN(CC1)C1=CC(=NC(=N1)C(F)(F)F)C1CC(C1)N1CCN(CC1)C(=O)OC(C)(C)C)C1COC1